[Si].C(=C)[Si](OCCOC)(OCCOC)OCCOC vinyltris(2-methoxyethoxy)silane silicon